(2,2,2-trifluoroethyl)benzofuran FC(CC=1OC2=C(C1)C=CC=C2)(F)F